2-phenylacetamide, formate salt C(=O)O.C1(=CC=CC=C1)CC(=O)N